NC1=C(C=CC=C1)CCCCN1C(C2=CC=CC=C2C1=O)=O 2-[4-(2-aminophenyl)butyl]-2,3-dihydro-1H-isoindole-1,3-dione